COC=1C=C(C=CC1)S(=O)(=O)OC=1C=C(C=CC1)NC(NC1=CC(=CC=C1)OS(=O)(=O)C1=CC(=CC=C1)OC)=O bis-[3-(m-methoxyphenylsulfonyloxy)phenyl]urea